(S)-(1-(4-(5-((1-(2-methoxyethyl)-3-(pyridin-2-yl)-1H-pyrazol-4-yl)carbamoyl)furan-2-yl)-1H-pyrazol-1-yl)-3-methyl-1-oxobutan-2-yl)carbamic acid tert-butyl ester C(C)(C)(C)OC(N[C@H](C(=O)N1N=CC(=C1)C=1OC(=CC1)C(NC=1C(=NN(C1)CCOC)C1=NC=CC=C1)=O)C(C)C)=O